OC1(C2=NN=C(C=3C(=CC(=C(O[C@H](CCCCC1)C)N3)C(F)(F)F)NC(OC(C)(C)C)=O)O2)C(F)(F)F tert-butyl N-[(12S)-6-hydroxy-12-methyl-6,15-bis(trifluoromethyl)-13,19-dioxa-3,4,18-triazatricyclo[12.3.1.12,5]nonadeca-1(18),2,4,14,16-pentaen-17-yl]carbamate